5-bromo-3-methylpyridin BrC=1C=C(C=NC1)C